OC(CCCC=CC=CC(=O)O)C(CCCCCCCC)O 9,10-dihydroxy-12Z-octadecadienoic acid